NC1=NC=CC=2N1C(=NC2C2CN(CC2)C(C#CC)=O)C2=CC=C(C(=O)NC1=NC=CC(=C1)OC)C=C2 4-(5-amino-1-(1-(but-2-ynoyl)pyrrolidin-3-yl)imidazo[1,5-c]pyrimidin-3-yl)-N-(4-methoxypyridin-2-yl)benzamide